C1=NN=CC=2C=CCC(C12)=O phthalazin-8-one